2-(2-(2-isopropylphenyl)pyrrolidin-1-yl-2,5,5-d3)-7-azaspiro[3.5]nonan C(C)(C)C1=C(C=CC=C1)C1(N(C(CC1)([2H])[2H])C1CC2(C1)CCNCC2)[2H]